C(C)N(C(CN1C(NC2=CC=C(C=C2C1=O)C(=O)C1=C(C(=C2C=CC=CN12)OC)C1=CC=CC=C1)=O)=O)CC N,N-Diethyl-1,4-dihydro-6-[(1-methoxy-2-phenyl-3-indolizinyl)carbonyl]-2,4-dioxo-3(2H)-quinazolineacetamide